C(C)(C)(C)OC(=O)N1CC2CNCC(C1)C2(F)F 9,9-difluoro-3,7-diazabicyclo[3.3.1]nonane-3-carboxylic acid tert-butyl ester